[N+](=O)([O-])C=1C=C(C[C@H](N)C(=O)O)C=CC1 3-nitro-L-phenylalanine